C(C)(=O)N1[C@@H]([C@H](N(CC1)C(C=C)=O)C)C=1C(=C(C=C(C1)Cl)C1=CC(=NC(=C1)OC)C(=O)NC)F 4-(3-((2R,3R)-1-acetyl-4-acryloyl-3-methylpiperazin-2-yl)-5-chloro-2-fluorophenyl)-6-methoxy-N-methylpicolinamide